COC1=C(C(=CC=C1)OC)C(=O)N1CCC(CC1)CCCCNC(=O)C1=CC=2C(=CN=CC2)S1 N-(4-{1-[(2,6-dimethoxyphenyl)carbonyl]piperidin-4-yl}butyl)thieno[2,3-c]pyridine-2-carboxamide